C[Si]1(CCC(CC1)N1C(=CC=2C1=NC(=CC2OC)F)C(=O)N)C (1,1-dimethylsilinan-4-yl)-6-fluoro-4-methoxy-1H-pyrrolo[2,3-b]pyridine-2-carboxamide